FC=1C(NC(N(C1)[C@H]1C[C@@H]([C@H](O1)C1(CC1)O[P@](=O)(OC1=CC=CC=C1)N[C@@H](C)C(=O)OC(C)C)O)=O)=O isopropyl ((R)-(1-((2S,3S,5R)-5-(5-fluoro-2,4-dioxo-3,4-dihydropyrimidin-1(2H)-yl)-3-hydroxytetrahydrofuran-2-yl)cyclopropoxy)(phenoxy)phosphoryl)-L-alaninate